FC(C[Si](OCCC)(OCCC)OCCC)F 2,2-difluoroethyltri-n-propoxysilane